2-(2-(1-((R)-1-(2,6-dichloro-3-cyclopropylphenyl)ethyl)-1H-imidazo[4,5-c]pyridin-6-yl)-5-(3-hydroxypyrrolidin-1-yl)phenyl)propanoic acid ClC1=C(C(=CC=C1C1CC1)Cl)[C@@H](C)N1C=NC=2C=NC(=CC21)C2=C(C=C(C=C2)N2CC(CC2)O)C(C(=O)O)C